NCCS(=O)(=O)OC(CCCCCCCCCCCCCC)=O.[Na] sodium methylmyristoyl taurate